[Li+].C1(C=CC2=CC=CC=C12)[O-].C1(CC1)C=1C(=NN(C1)C1CC2(CN(C2)C(=O)C2=C(C=CC(=C2)O)F)C1)C1=C(C=CC=C1)F (6-(4-Cyclopropyl-3-(2-fluorophenyl)-1H-pyrazol-1-yl)-2-azaspiro[3.3]heptan-2-yl)(2-fluoro-5-hydroxyphenyl)methanone 1H-indene-1-olate lithium